1-bromo-2-chloro-3-methylsulfanyl-4-(trifluoromethoxy)benzene BrC1=C(C(=C(C=C1)OC(F)(F)F)SC)Cl